4-(2-hydroxyphenyl)isoindolin-1-one OC1=C(C=CC=C1)C1=C2CNC(C2=CC=C1)=O